ClC1=C(C=C2CC(CC2=C1)NC)C=1SN=C2C1N=CN(C2=O)CC2(CCN(CC2)C(CC(C2=CC=C(C=C2)F)C2CC2)=O)O 3-(6-chloro-2-(methylamino)-2,3-dihydro-1H-inden-5-yl)-6-((1-(3-cyclopropyl-3-(4-fluorophenyl)propionyl)-4-hydroxypiperidin-4-yl)methyl)isothiazolo[4,3-d]pyrimidin-7(6H)-one